(2-methylsulfonylethyl)pyrazole-3-carboxylic acid CS(=O)(=O)CCC=1C(=NNC1)C(=O)O